O1C(NC=C1)=N 2,3-dihydro-1,3-oxazol-2-imine